Cl.ClCC1=CN=NC=C1 4-(chloromethyl)pyridazine hydrochloride